2-((1R,5S,6S)-3-(8,8-difluoro-2-((S)-2-methylazetidin-1-yl)-5,6,7,8-tetrahydroquinazolin-4-yl)-3-azabicyclo[3.1.0]hexan-6-yl)acetic acid FC1(CCCC=2C(=NC(=NC12)N1[C@H](CC1)C)N1C[C@@H]2C([C@@H]2C1)CC(=O)O)F